tris(dibenzylacetone) dipalladium(0) [Pd].[Pd].C(C1=CC=CC=C1)C(C(C)=O)CC1=CC=CC=C1.C(C1=CC=CC=C1)C(C(C)=O)CC1=CC=CC=C1.C(C1=CC=CC=C1)C(C(C)=O)CC1=CC=CC=C1